ClC1=CC=C2C(=NN(C2=C1)C1=CC(=CC=C1)C)C(C)N1N=C(C=2C1=NC=NC2N)C=2C=CC(=NC2)OC (1-(6-chloro-1-(3-(methyl)phenyl)-1H-indazol-3-yl)ethyl)-3-(2-methoxypyridin-5-yl)-1H-pyrazolo[3,4-d]pyrimidin-4-amine